2-chloro-5-(morpholinomethyl)aniline ClC1=C(N)C=C(C=C1)CN1CCOCC1